4-amino-2-sulfobenzoic acid sodium salt [Na+].NC1=CC(=C(C(=O)[O-])C=C1)S(=O)(=O)[O-].[Na+]